1-methyl-N-(2-(pyrrolidin-1-yl)ethyl)-2-((6-(trifluoromethyl)-benzo[d]oxazol-2-yl)-amino)-1H-benzo[d]-imidazole-5-carboxamide CN1C(=NC2=C1C=CC(=C2)C(=O)NCCN2CCCC2)NC=2OC1=C(N2)C=CC(=C1)C(F)(F)F